C(C)N1N=NC=C1C1=C2C(=NC(=C1)N1[C@@H](COCC1)C)C(=NS2)C2=CC=NN2C2OCCCC2 (3R)-4-[7-(1-ethyl-1H-1,2,3-triazol-5-yl)-3-[1-(oxan-2-yl)-1H-pyrazol-5-yl]-[1,2]thiazolo[4,5-b]pyridin-5-yl]-3-methylmorpholine